O=C(CC(=O)SCCNC(CCNC([C@@H](C(COP(OP(OC[C@@H]1[C@H]([C@H]([C@@H](O1)N1C=NC=2C(N)=NC=NC12)O)OP(=O)(O)O)(=O)O)(=O)O)(C)C)O)=O)=O)CC 3-ketovaleryl-coenzyme A